N-2,3-xylylmaleimide C1(=C(C(=CC=C1)C)C)N1C(C=CC1=O)=O